BrC1=C(C=C2C(=NC(=NC2=C1F)Cl)N1C2CN([C@H](C1)CC2)C(=O)[O-])F (S)-5-(7-bromo-2-chloro-6,8-difluoroquinazolin-4-yl)-2,5-diazabicyclo[2.2.2]octane-2-carboxylate